C(C)OC(CCCCCCN(CCCCCCCCC)CC(=O)N1CCN(CC1)C(CN(CCCCCCCCC)CCN(CCCCCCCCC)CCCCCCCCC)=O)=O.C(C1CO1)C1=CC=CC2=C(C=CC=C12)CC1CO1 1,5-diglycidyl-naphthalene Ethyl-7-((2-(4-(N-(2-(dinonylamino)ethyl)-N-nonylglycyl)piperazin-1-yl)-2-oxoethyl)(nonyl)amino)heptanoate